[Sm].COCCOC 1,2-dimethoxyethane samarium